ClC=1C(=CC=C2N=CC(=NC12)C=1C=NN(C1)CC1CC(C1)(O)C)OC=1C=CC2=C(NC(=N2)C)C1 (1s,3s)-3-((4-(8-chloro-7-((2-methyl-1H-benzo[d]imidazol-6-yl)oxy)quinoxalin-2-yl)-1H-pyrazol-1-yl)methyl)-1-methylcyclobutanol